FC=1C=NN2C1C(NC1=C(C(=CC=C21)CN2CC1=NN(C=C1C2)C=2C=CC(=NC2Cl)C(=O)NC)F)=O 5-(5-((3,6-difluoro-4-oxo-4,5-dihydropyrazolo[1,5-a]quinoxalin-7-yl)methyl)-5,6-dihydropyrrolo[3,4-c]pyrazol-2(4H)-yl)-6-chloro-N-methylpicolinamide